(4,4-difluoro-1-piperidinyl)-[(3S)-1,2,3,4-tetrahydroisoquinolin-3-yl]methanone FC1(CCN(CC1)C(=O)[C@H]1NCC2=CC=CC=C2C1)F